ClC1=C(C=C(C=C1)F)N=C(N)C1=C(C=2N(N=C1)C=C(C2)C=2C=NC(=CC2C)OC)NCC2CC(N(CC2)C(=O)OC(C)(C)C)(C)C tert-butyl 4-[[[3-[N'-(2-chloro-5-fluoro-phenyl)carbamimidoyl]-6-(6-methoxy-4-methyl-3-pyridyl)pyrrolo[1,2-b]pyridazin-4-yl]amino]methyl]-2,2-dimethyl-piperidine-1-carboxylate